(R)-methylsulfinyl[propan-2-yl]-3-oxo-6-[4-(trifluoromethyl)phenyl]-2,3-dihydropyridazine-4-carboxamide C[S@@](=O)C1=C(C(N(N=C1C1=CC=C(C=C1)C(F)(F)F)C(C)C)=O)C(=O)N